N1C=NC2=C1C=CC(=C2)CCNC=2C1=C(N=CN2)C2=C(S1)N=C1C(=C2COC2CCOCC2)COC(C1)(C)C N-(2-(1H-Benzo[d]imidazol-5-yl)ethyl)-8,8-dimethyl-11-(((tetrahydro-2H-pyran-4-yl)oxy)methyl)-7,10-dihydro-8H-pyrano[3'',4'':5',6']pyrido[3',2':4,5]thieno[3,2-d]pyrimidin-4-amine